C(C1=CC(O)=C(O)C(O)=C1)(=O)[O-].C(C1=CC(O)=C(O)C(O)=C1)(=O)[O-].C(C1=CC(O)=C(O)C(O)=C1)(=O)[O-].[Cr+3] chromium tris-gallate